O1N=C(C=C1)C1=C2CCO[C@H](C2=CC=C1)CNC(OC(C)(C)C)=O (R)-tert-Butyl ((5-(isoxazol-3-yl)isochroman-1-yl)methyl)carbamate